NC1=NNC2=CC(=CC=C12)C1=CC=C(C=N1)NS(=O)(=O)C1=C(C=CC(=C1)OC)F N-(6-(3-amino-1H-indazol-6-yl)pyridin-3-yl)-2-fluoro-5-methoxybenzenesulfonamide